C(C=C)P(O)(=O)C1CCC1 allyl-cyclobutyl-phosphinic acid